C(C)(C)(C)OC(=O)N1C[C@H](CC1)OC1=NC(=CC=C1C(C)=O)Cl (3S)-3-[(3-acetyl-6-chloro-2-pyridyl)oxy]pyrrolidine-1-carboxylic acid tert-butyl ester